(4-Cyclopropylphenyl)-2-[5-([1,2,4]triazolo[1,5-a]pyridin-7-yl)pyridin-2-yl]acetamide C1(CC1)C1=CC=C(C=C1)C(C(=O)N)C1=NC=C(C=C1)C1=CC=2N(C=C1)N=CN2